C(C1=CC=CC=C1)OC=1C=C2CCC(=C(C2=CC1)C1=CC(=C(C=C1OC)N1CCC2(CC(C2)C(OC)OC)CC1)F)Br 7-(4-(6-(benzyloxy)-2-bromo-3,4-dihydronaphthalen-1-yl)-2-fluoro-5-methoxyphenyl)-2-(dimethoxymethyl)-7-azaspiro[3.5]nonane